4-[2-chloro-3-[(7S)-3-(3,5-difluorophenyl)-2,7-dimethyl-5,7-dihydro-4H-pyrazolo[3,4-c]pyridine-6-carbonyl]-5-fluoro-phenyl]-1H-pyrrole-2-carbonitrile ClC1=C(C=C(C=C1C(=O)N1[C@H](C=2C(CC1)=C(N(N2)C)C2=CC(=CC(=C2)F)F)C)F)C=2C=C(NC2)C#N